CC1(CCCCC1)OC(C)OC(=O)C1C2C=CC(C1)C2=O 5-(1-(1-methylcyclohexyloxy)ethoxycarbonyl)-7-oxo-bicyclo[2.2.1]Hept-2-ene